2-AMINOTHIAZOLE-5-CARBOXYLIC ACID NC=1SC(=CN1)C(=O)O